ClC=1C=CC(=C(C1)C1(SC(=CC1)C(=O)NCCCO)C(=O)N)OCCOC 2-(5-chloro-2-(2-methoxyethoxy)phenyl)-N5-(3-hydroxypropyl)thiophene-2,5-dicarboxamide